Cl.C1(=C2N(C=N1)CCC2)C(C(NC=2SC=CN2)=O)N2N=C1C=C(C=C(C1=C2)F)C=2C=CC(=NC2)N2CCC(CC2)(O)CC(=O)O 2-[1-[5-[2-[1-(6,7-dihydro-5H-pyrrolo[1,2-c]imidazol-1-yl)-2-oxo-2-(thiazol-2-ylamino)ethyl]-4-fluoro-indazol-6-yl]-2-pyridyl]-4-hydroxy-4-piperidyl]acetic acid hydrochloride